(2-cyclopropyloxazolo[4,5-b]pyridin-5-yl)-2-((s)-4,4-difluoro-3-(6-oxo-1,6-dihydropyridin-3-yl)piperidin-1-yl)propanamide C1(CC1)C=1OC=2C(=NC(=CC2)C(C(=O)N)(C)N2C[C@@H](C(CC2)(F)F)C2=CNC(C=C2)=O)N1